COC1=C(C=CC(=C1)N1CCOCC1)NC1=NC(=C2C(=N1)NN=C2C=2C=NC=NC2)NC2CCOCC2 N6-(2-methoxy-4-morpholinophenyl)-3-(pyrimidin-5-yl)-N4-(tetrahydro-2H-pyran-4-yl)-1H-pyrazolo[3,4-d]pyrimidine-4,6-diamine